FC1=CC(=C(C=C1)C1CCN(CC1)[C@@H]1COC2(CN(C2)C=2OC=NN2)C1)OC (S)-7-(4-(4-fluoro-2-methoxyphenyl)piperidin-1-yl)-2-(1,3,4-oxadiazol-2-yl)-5-oxa-2-azaspiro[3.4]octane